C(C)OC(=O)C1=C(C2=C(CCC3=CN(N=C23)CC=2C(=NC=CC2)C)O1)C 8-methyl-2-[(2-methylpyridin-3-yl)methyl]-4,5-dihydro-2H-furo[2,3-g]indazole-7-carboxylic acid ethyl ester